FC([C@@]12N(C=3C(=NN=C(C3)C3=C(C(=CC=C3)F)OC)NC1)C[C@@H](C2)OC=2N=CC(=NC2C)C(=O)OC)F Methyl 5-(((6aS,8R)-6a-(difluoromethyl)-2-(3-fluoro-2-methoxyphenyl)-5,6,6a,7,8,9-hexahydropyrrolo[1',2':4,5]pyrazino[2,3-c]pyridazin-8-yl)oxy)-6-methylpyrazine-2-carboxylate